(3S,4S)-3-cyclopropyl-4-ethyl-1-[6-(1-methylpyrazol-4-yl)pyrrolo[1,2-b]pyridazin-4-yl]-2-oxopyrrolidine-3-carbonitrile C1(CC1)[C@@]1(C(N(C[C@H]1CC)C=1C=2N(N=CC1)C=C(C2)C=2C=NN(C2)C)=O)C#N